(S)-1-(((1r,4S)-4-(5-((1-cyclopropyl-2-oxo-1,2-dihydropyridin-3-yl) carbamoyl)-6-methoxy-2H-indazol-2-yl) cyclohexyl) (methyl) amino)-1-oxopropan-2-yl acetate C(C)(=O)O[C@H](C(=O)N(C)C1CCC(CC1)N1N=C2C=C(C(=CC2=C1)C(NC=1C(N(C=CC1)C1CC1)=O)=O)OC)C